6-vinylimidazo[1,2-a]pyrazine-2-carboxylic acid ethyl ester C(C)OC(=O)C=1N=C2N(C=C(N=C2)C=C)C1